3-(4-fluorophenyl)-N-((2S)-2,5-diamino-4-hydroxypentyl)-1H-indole-2-carboxamide hydrogen chloride salt Cl.FC1=CC=C(C=C1)C1=C(NC2=CC=CC=C12)C(=O)NC[C@H](CC(CN)O)N